OC(CN1CCC(CC1)OC1=NC=2CCNC(C2C=C1)=O)(C)C 2-[[1-(2-hydroxy-2-methyl-propyl)-4-piperidyl]oxy]-7,8-dihydro-1,6-naphthyridin-5-one